BrC=1C(=NN(C1C1=CC=CC=C1)C1OCCCC1)C 4-bromo-3-methyl-5-phenyl-1-(tetrahydro-2H-pyran-2-yl)-1H-pyrazole